3-fluoro-5-formyl-4-hydroxy-N-(4-((3aR,6aS)-tetrahydro-1H-furo[3,4-c]pyrrol-5(3H)-yl)phenyl)benzamide FC=1C=C(C(=O)NC2=CC=C(C=C2)N2C[C@@H]3[C@H](C2)COC3)C=C(C1O)C=O